ClC1=NC(=CC(=C1)C=1C(=NC(=NC1)NC(=O)N1CCC(CC1)C#N)C1=CC=C(C=C1)F)C N-(5-(2-chloro-6-methylpyridin-4-yl)-4-(4-fluorophenyl)pyrimidin-2-yl)-4-cyanopiperidine-1-carboxamide